(E)-2,3-bis(4-methylphenyl)acrolein CC1=CC=C(C=C1)/C(/C=O)=C\C1=CC=C(C=C1)C